4-(6-(2,5-Difluorophenyl)-6-(1-methyl-2-oxo-1,2-dihydropyridin-3-yl)hexa-1,3-Diyn-1-yl)-3-methylpyrazolo[1,5-a]pyridine-5-carboxamide FC1=C(C=C(C=C1)F)C(CC#CC#CC=1C=2N(C=CC1C(=O)N)N=CC2C)C=2C(N(C=CC2)C)=O